COC1=CC=C(C=C1)C1=NC=2N(C(=C1)C(F)(F)F)N=CC2C=2C(NC=CC2)O 3-[5-(4-methoxyphenyl)-7-(trifluoromethyl)pyrazolo[1,5-a]pyrimidin-3-yl]-1,2-dihydropyridin-2-ol